2-isopropyl-8-(6-methyl-7-oxo-6,7-dihydro-1H-pyrrolo[2,3-c]pyridin-4-yl)-6-(1-methyl-1H-pyrazol-4-yl)-2H-1,4-benzoxazin-3(4H)-one C(C)(C)C1OC2=C(NC1=O)C=C(C=C2C=2C1=C(C(N(C2)C)=O)NC=C1)C=1C=NN(C1)C